FC(C1=CC=C(CN2N=C(C=3C2=CN=CC3Cl)CN)C=C1)(F)F 1-(4-(trifluoromethyl)benzyl)-4-chloro-1H-pyrazolo(3,4-c)pyridine-3-methylamine